3,5-difluoro-4-hydroxy-N-{[(1r,4r)-4-(2H-indazol-2-yl)cyclohexyl]methyl}benzamide FC=1C=C(C(=O)NCC2CCC(CC2)N2N=C3C=CC=CC3=C2)C=C(C1O)F